C(C)(C)(C)C=1C=C(C=C(C1O)C(C)(C)C)C=C(C#N)S(=O)(=O)C1=C(C=CC(=C1)Cl)Cl 3-(3,5-di-tert-butyl-4-hydroxy-phenyl)-2-(2,5-dichloro-benzenesulfonyl)-acrylonitrile